FC(CN1C[C@@H](N(CC1)CC1=C2C=CN(C2=C(C=C1OC)C)C(=O)OC(C)(C)C)C1=CC(=C(C=C1)C(=O)OC)NC1CCOCC1)F tert-Butyl (S)-4-((4-(2,2-difluoroethyl)-2-(4-(methoxycarbonyl)-3-((tetrahydro-2H-pyran-4-yl)amino)phenyl)piperazin-1-yl)methyl)-5-methoxy-7-methyl-1H-indole-1-carboxylate